FC(C1=CC=C(OCC=2N=NN(C2)C2=NC=CC=C2C(=O)N)C=C1)(F)F 2-[4-[(4-trifluoromethylphenoxy)methyl]-1H-1,2,3-triazol-1-yl]pyridine-3-carboxamide